Cl.C(C)(=O)NC1=NC=CC=C1 2-acetamido-pyridine hydrochloride